bis(2-methyl-dibenzo[f,h]quinoxaline) iridium [Ir].CC1=NC2=C3C(=C4C(=C2N=C1)C=CC=C4)C=CC=C3.CC3=NC4=C1C(=C2C(=C4N=C3)C=CC=C2)C=CC=C1